2-(2,3-dihexylcyclopropyl)-2-oxoacetic acid ethyl ester C(C)OC(C(=O)C1C(C1CCCCCC)CCCCCC)=O